NC=1C2=C(N=CN1)N(C=C2)[C@H]2[C@@H]([C@@H]([C@](O2)(CO)CF)O)O (2R,3S,4R,5R)-5-(4-amino-7H-pyrrolo[2,3-d]pyrimidin-7-yl)-2-(fluoromethyl)-2-(hydroxymethyl)tetrahydrofuran-3,4-diol